NC=1SC=2CN(CCC2N1)CC(=O)N 2-(2-amino-6,7-dihydro[1,3]thiazolo[5,4-c]pyridin-5(4H)-yl)acetamide